isopropyl (R)-3-(4-amino-3-(4-((5-fluoro-2-methoxybenzamido)methyl)phenyl)-7-oxo-6,7-dihydro-1H-pyrrolo[2,3-d]pyridazin-1-yl)pyrrolidine-1-carboxylate NC=1C2=C(C(NN1)=O)N(C=C2C2=CC=C(C=C2)CNC(C2=C(C=CC(=C2)F)OC)=O)[C@H]2CN(CC2)C(=O)OC(C)C